ClC=1C(=NC(=NC1)NC1=CC(=CC(=C1)CN1C[C@H](N[C@H](C1)C)C)C1CC1)C1=CNC2=CC(=C(C=C12)OC)C 5-chloro-N-(3-cyclopropyl-5-(((3r,5s)-3,5-dimethylpiperazin-1-yl)methyl)phenyl)-4-(5-methoxy-6-methyl-1H-indol-3-yl)pyrimidin-2-amine